[Br].NC(C)C1=NC=CN1C 1-aminoethyl-3-methylimidazole bromine salt